[Fe].[Cu].[Zn] zinc-copper-iron